3-((3-(((1-(4-((9-cyclopentyl-8-(phenylamino)-9H-purin-2-yl)amino)phenyl)piperidin-4-yl)(methyl)amino)methyl)phenyl)amino)piperidine-2,6-dione C1(CCCC1)N1C2=NC(=NC=C2N=C1NC1=CC=CC=C1)NC1=CC=C(C=C1)N1CCC(CC1)N(C)CC=1C=C(C=CC1)NC1C(NC(CC1)=O)=O